3-(3-(1-(2-(5-((4-((dimethylphosphoryl)methyl)-6-fluoro-1H-indol-5-yl)oxy)-2-fluorophenyl)-1H-imidazol-5-yl)ethyl)-2-fluorophenyl)propanoic acid CP(=O)(C)CC1=C2C=CNC2=CC(=C1OC=1C=CC(=C(C1)C=1NC(=CN1)C(C)C=1C(=C(C=CC1)CCC(=O)O)F)F)F